NC1=NC=C(C#N)C(=C1)NCCOC1CC1 6-amino-4-((2-cyclopropoxyethyl)amino)nicotinonitrile